CC=1OC2=C(C1C(=O)O)C=C(C=C2)C(C(F)(F)F)C2=CC=CC=C2 2-methyl-5-(2,2,2-trifluoro-1-phenylethyl)benzofuran-3-carboxylic acid